CN(C(O)=O)C1=CC=C(C=C1)C1=NOC(=N1)C(F)(F)F.C(C)(C)N1N=C(N=C1[C@H]1C[C@@H](CC1)N1CCOCC1)C1=CC(=CC=C1)C(F)(F)F ((1R,3R)-3-(1-isopropyl-3-(3-(trifluoromethyl)phenyl)-1H-1,2,4-triazol-5-yl)cyclopentyl)morpholine methyl-{4-[5-(trifluoromethyl)-1,2,4-oxadiazol-3-yl]phenyl}carbamate